N[C@@H]1C2=CC=CC=C2CC12CCN(CC2)C(C(C)C2=CC=C(C=C2)F)=O 1-[(3S)-3-amino-1,3-dihydrospiro[indene-2,4'-piperidin]-1'-yl]-2-(4-fluorophenyl)propan-1-one